FC(C)(C)C1CCC(CC1)CN1[C@H]([C@H]([C@@H]([C@H](C1)O)O)O)CO (2S,3R,4R,5S)-1-(((1r,4R)-4-(2-fluoropropan-2-yl)cyclohexyl)methyl)-2-(hydroxymethyl)piperidine-3,4,5-triol